CN(CC(=O)N1CCC(CC1)C=1C=C2C(=C(NC2=CC1)C=1C=C(C=2N(C1)C=CN2)F)C(C)C)C 2-(dimethylamino)-1-(4-(2-(8-fluoroimidazo[1,2-a]pyridin-6-yl)-3-isopropyl-1H-indol-5-yl)piperidin-1-yl)ethan-1-one